ethylenediaminetetra-ethylene sodium [Na].C(CN(C=C)C=C)N(C=C)C=C